2-(5-(bis(5-aminopentyl)amino)pentyl)-6-(dimethylamino)-1H-benzo[de]isoquinoline-1,3(2H)-dione NCCCCCN(CCCCCN1C(C2=CC=CC=3C2=C(C1=O)C=CC3N(C)C)=O)CCCCCN